BrC1=NN(C(=C1)C(C)(C)C=1C(=NN(C1C(=O)N)C)C(F)(F)F)C (2-(3-bromo-1-methyl-1H-pyrazol-5-yl)propan-2-yl)-1-methyl-3-(trifluoromethyl)-1H-pyrazole-5-carboxamide